OC=1C=C(C=C(C1)OC)B(O)O 3-HYDROXY-5-METHOXYPHENYLBORONIC ACID